2-(6-Oxo-5-(trifluoromethyl)-1,6-dihydropyridin-3-yl)ethyl (2S,6R)-2,6-dimethyl-4-(5-(trifluoromethyl)pyrimidin-2-yl)piperazine-1-carboxylate C[C@@H]1N([C@@H](CN(C1)C1=NC=C(C=N1)C(F)(F)F)C)C(=O)OCCC1=CNC(C(=C1)C(F)(F)F)=O